C(C=C)(=O)N1CC2(C1)CCN(CC2)C=2C1=C(N(C(N2)=O)C2=C(C=CC=C2)C(C)C)CN(CC1)C1=C2C=NNC2=CC=C1C 4-(2-acryloyl-2,7-diazaspiro[3.5]non-7-yl)-1-(2-isopropylphenyl)-7-(5-methyl-1H-indazol-4-yl)-5,6,7,8-tetrahydropyrido[3,4-d]pyrimidin-2(1H)-one